Ethyl (Z)-5-(2,4-difluoro-3-methoxyphenyl)pent-4-enoate FC1=C(C=CC(=C1OC)F)\C=C/CCC(=O)OCC